ClC=1C=NC(=C(C(=O)NC2CCC(CC2)CN2C(N(C3=C2C=CC=C3)C=3C=NC(=C(C3)C)NC)=O)C1)C 5-chloro-2-methyl-N-((1r,4r)-4-((3-(5-methyl-6-(methyl-amino)pyridin-3-yl)-2-oxo-2,3-dihydro-1H-benzo[d]imidazol-1-yl)methyl)cyclohexyl)nicotinamide